C(#N)[Zn]C#N Dicyanozinc